BrC1=C(CCC(C1)(C)C)C=O 2-bromo-4,4-dimethylcyclohex-1-en-1-carbaldehyde